C(C)(=O)O[NH-] N-acetoxyamide